OC1=CC=2C(C3=CC=CC=C3SC2C=C1)=O 2-hydroxyl-9H-thioxanthone